((2-(2,6-dioxopiperidin-3-yl)-1-oxoisoindolin-4-yl)methyl)-2-oxo-2-phenylacetamide O=C1NC(CCC1N1C(C2=CC=CC(=C2C1)CNC(C(C1=CC=CC=C1)=O)=O)=O)=O